(1aS,2R,3S,11S,11aR)-8-(benzyloxy)-2,11-dimethyl-7,9-dioxo-N-(2,4,6-trifluorobenzyl)-1a,2,7,9,11,11a-hexahydro-1H-3,10-methanocyclopropa[g]pyrido[1,2-b][1,2,5]triazonine-6-carboxamide C(C1=CC=CC=C1)OC=1C(C(=CN2N3[C@@H]([C@@H]4[C@H]([C@@H](N(C(C21)=O)C3)C)C4)C)C(=O)NCC4=C(C=C(C=C4F)F)F)=O